C(C)(C)(C)OC(NC1CN(C2(COC2)CC1)CC)=O (5-ethyl-2-oxa-5-azaspiro[3.5]non-7-yl)carbamic acid tert-butyl ester